CC1=C(C(=C(C=C1)S(=O)(=O)C2=C(C(=C(C=C2)C)[N+]#[C-])CC3=CC=CC=C3SC(C)(C)C)CC4=CC=CC=C4SC(C)(C)C)[N+]#[C-] ISOCYANO(2-TERT-BUTYLSULFANYLPHENYL)METHYL-4-METHYLPHENYL SULFONE